C1=CC=CC=2C3=CC=CC=C3C(C12)COC(=O)NC(C(=O)[O-])CCC(=O)OC(C)(C)C 5-tert-butyl 2-(9H-fluoren-9-ylmethoxycarbonylamino)-glutarate